N=1C=CN2C1C=CC=C2S(=O)(=O)CCC(=O)N2CCN(CC2)C2=NC=C(C=C2)C(F)(F)F 3-(imidazo[1,2-a]pyridin-5-ylsulfonyl)-1-(4-(5-(trifluoromethyl)pyridin-2-yl)piperazin-1-yl)propan-1-one